FC1=CC=C(C=C1)S(=O)(=O)ON1C(CCC1=O)=O N-(4-fluorobenzenesulfonyloxy)succinimide